NC1=NC=CC=C1C1=NC=2C(=NC(=CC2)C2=CC=NN2C)N1C1=CC=C(CN2CCC(CC2)NC2=NC(=NC=C2)C#N)C=C1 4-((1-(4-(2-(2-Aminopyridin-3-yl)-5-(1-methyl-1H-pyrazol-5-yl)-3H-imidazo[4,5-b]pyridin-3-yl)benzyl)piperidin-4-yl)amino)pyrimidine-2-carbonitrile